C(C1=CC=CC=C1)NC[C@@]1(OC2=C([C@@H]1C)C(=C(C(=C2)F)Cl)C2=C(C(=O)N)C=CC(=C2F)OC[C@H](C)O)C2=CC=CC=C2 2-((2S,3S,4R)-2-((benzylamino)methyl)-5-chloro-6-fluoro-3-methyl-2-phenyl-2,3-dihydrobenzofuran-4-yl)-3-fluoro-4-((S)-2-hydroxypropoxy)benzamide